methyl 5'-chloro-2'-(2-(5-cyano-2-methyl-4-oxopyrido[3,4-d]pyrimidin-3(4H)-yl)ethoxy)-2-iodo-[1,1'-biphenyl]-3-carboxylate ClC=1C=CC(=C(C1)C1=C(C(=CC=C1)C(=O)OC)I)OCCN1C(=NC2=C(C1=O)C(=CN=C2)C#N)C